CC1=C(C=NC=2OCCNC21)N2CC=1C=C(N=CC1CC2)NC=2C=NC(=CC2)CS(=O)(=O)C 6-(8-methyl-2,3-dihydro-1H-pyrido[2,3-b][1,4]oxazin-7-yl)-N-(6-((methylsulfonyl)methyl)pyridin-3-yl)-5,6,7,8-tetrahydro-2,6-naphthyridin-3-amine